ClC1=C(C(=O)O)C=C(C(=N1)Cl)F 2,6-dichloro-5-fluoro-nicotinic acid